NC(C(=O)O)(CCCCB(O)O)CCN1CCC(CC1)CC1=CC=C(C=C1)Cl 2-amino-6-borono-2-(2-(4-(4-chlorobenzyl)piperidin-1-yl)ethyl)hexanoic acid